1-[(tert-butyl)carbonyl]-4-methylpiperidine-4-carboxylic acid C(C)(C)(C)C(=O)N1CCC(CC1)(C(=O)O)C